N1NNNNNC(CCCCCCCCCCCCCCCCCC1)C(=O)O hexaazacyclopentacosane-7-carboxylic acid